FC1=C(C(=CC(=C1)CN1C[C@@H](CC1)F)OC)N1C=NC(=C1)NC=1N=CC(=NC1)C#N (R)-5-((1-(2-Fluoro-4-((3-fluoropyrrolidin-1-yl)methyl)-6-methoxyphenyl)-1H-imidazol-4-yl)amino)pyrazine-2-carbonitrile